1-Hexyl-1-propylpiperidinium fluorid [F-].C(CCCCC)[N+]1(CCCCC1)CCC